4-(2-hydroxypropan-2-yl)-N-(5-isopropyl-2,3-dihydro-1H-inden-4-ylcarbamoyl)thiophene-2-sulfonamide OC(C)(C)C=1C=C(SC1)S(=O)(=O)NC(NC1=C2CCCC2=CC=C1C(C)C)=O